1-(5-((2-(trifluoromethyl)pyridin-3-yl)thio)-1H-imidazo[4,5-b]pyrazin-2-yl)piperidin-4-amine FC(C1=NC=CC=C1SC=1N=C2C(=NC1)NC(=N2)N2CCC(CC2)N)(F)F